(2,5-dimethylphenyl)magnesium bromide CC1=C(C=C(C=C1)C)[Mg]Br